BrC=1C=C2C(N(N(C2=CC1)CC1=CC=C(C=C1)OC)CC1=CC=C(C=C1)OC)=O 5-bromo-1,2-bis(4-methoxybenzyl)-1,2-dihydro-3H-indazol-3-one